C(C)(C)(C)OC(NCC1CCN(CC1)C1=CC=C(C=C1)N)=O ((1-(4-aminophenyl)piperidin-4-yl)methyl)carbamic acid tert-butyl ester